(R)-4-chloro-5-(3-((4-(1-isopropyl-3,5-dimethyl-1H-pyrazol-4-yl)pyridin-2-yl)oxy)pyrrolidin-1-yl)pyridazin-3(2H)-one ClC=1C(NN=CC1N1C[C@@H](CC1)OC1=NC=CC(=C1)C=1C(=NN(C1C)C(C)C)C)=O